3-ethyl-1-methyl-1H-indazole-5-carboxamide C(C)C1=NN(C2=CC=C(C=C12)C(=O)N)C